C(C)(C)(C)N(C(O)=O)C/C(=C/F)/CBr.ClC=1C=C(C=CC1Cl)C1(N(CCNC1)C(=O)C1=CC(NC2=CC=C(C=C12)O)=O)C(=O)NCC1OCC1 (3,4-dichlorophenyl)-1-(6-hydroxy-2-oxo-1,2-dihydroquinoline-4-carbonyl)-N-(oxetan-2-ylmethyl)piperazine-2-carboxamide tert-butyl-(Z)-(2-(bromomethyl)-3-fluoroallyl)carbamate